2-(dimethylamino)-N-(5-(3-(piperidine-1-carbonyl)pyrazolo[1,5-a]pyridin-7-yl)pyridin-2-yl)acetamide CN(CC(=O)NC1=NC=C(C=C1)C1=CC=CC=2N1N=CC2C(=O)N2CCCCC2)C